2-hexadecanol CC(CCCCCCCCCCCCCC)O